(4-(2-fluoroethoxy)quinolin-6-yl)methanone FCCOC1=CC=NC2=CC=C(C=C12)C=O